tert-butyl 1-benzyl-3-oxooctahydro-5H-pyrrolo[3,2-c]pyridin-5-carboxylate C(C1=CC=CC=C1)N1CC(C2CN(CCC21)C(=O)OC(C)(C)C)=O